C1=CC=CC=2SC3=CC=CC=C3C(C12)(COC1=C(C2=CC=CC=C2C=C1)C1=C(C=CC2=CC=CC=C12)OCCO)COC1=C(C2=CC=CC=C2C=C1)C1=C(C=CC2=CC=CC=C12)OCCO 2,2'-[9H-thioxanthene-9,9-diylbis(methyleneoxy[1,1'-binaphthalene]-2',2-diyloxy)]-di(ethan-1-ol)